[N+](=O)([O-])C1=C(C=2C=CC=NC2C(=C1)C(F)(F)F)N 6-nitro-8-(trifluoromethyl)quinolin-5-amine